(R)-1-acetyl-4-methylcyclohex-3-en-1-yl adamantane-2-carboxylate C12C(C3CC(CC(C1)C3)C2)C(=O)O[C@]2(CC=C(CC2)C)C(C)=O